6-(4-methoxybenzyl)-1-methyl-1,6-dihydro-2H-pyrido[3',2':6,7]azepino[4,3,2-cd]isoindol-2-one COC1=CC=C(CN2C3=C(C=C4N(C(C=5C=CC=C2C45)=O)C)C=CC=N3)C=C1